Tert-butyl (1S)-4,7-difluoro-1-{[(R)-2-methylpropane-2-sulfinyl]amino}-1,3-dihydrospiro[indene-2,4'-piperidine]-1'-carboxylate FC1=C2CC3(CCN(CC3)C(=O)OC(C)(C)C)[C@@H](C2=C(C=C1)F)N[S@](=O)C(C)(C)C